CC1=C(C#N)C=CC(=C1NC(=NC(=O)OC(C)(C)C)NC(=O)OC(C)(C)C)C methyl-3-(2,3-bis(tert-butoxycarbonyl)guanidino)-4-methylbenzonitrile